N1(N=CC=C1)CC=1C(=NC(=CC1)Cl)C 3-((1H-pyrazol-1-yl)methyl)-6-chloro-2-methylpyridine